1,3,8-triazaspiro[4.5]-decan-4-one N1CNC(C12CCNCC2)=O